2-HYDROXY-3-BUTYNOIC ACID OC(C(=O)O)C#C